C(C)(=O)OC(C(=O)NC1=NC(=C(C=C1)C)Br)(C)C [2-[(6-bromo-5-methyl-2-pyridyl)amino]-1,1-dimethyl-2-oxo-ethyl] acetate